BrC=1C(=C(C=2CC3=CC=CC=C3C2C1)CCCN(C)C)Br dibromodimethylaminopropyl-fluorene